4-(aminomethyl)-1-(5-(2-(trifluoromethoxy)phenyl)imidazo[2,1-b][1,3,4]thiadiazol-2-yl)piperidin-4-ol NCC1(CCN(CC1)C1=NN2C(S1)=NC=C2C2=C(C=CC=C2)OC(F)(F)F)O